C(#N)C1=C(OC=2C=C3C(N(C=NC3=CC2)[C@H]2CN(C3(C2)CCN(CC3)C(C(F)(F)F)=O)C(=O)OC(C)(C)C)=O)C(=CC=C1F)F tert-butyl (3R)-3-[6-(2-cyano-3,6-difluoro-phenoxy)-4-oxo-quinazolin-3-yl]-8-(2,2,2-trifluoroacetyl)-1,8-diazaspiro[4.5]decane-1-carboxylate